N-[9(R)-(acetylsulfanylmethyl)-10-oxo-1-azacyclotetradecan-2(S)-ylcarbonyl]-4(R)-hydroxy-L-proline benzyl ester C(C1=CC=CC=C1)OC([C@H]1N(C[C@@H](C1)O)C(=O)[C@H]1NCCCCC([C@@H](CCCCCC1)CSC(C)=O)=O)=O